N'-(oxo-di-4,1-phenylene)diacetamide tert-butyl-N-({4-[1-(oxetan-3-yl)-1H-pyrazol-4-yl]phenyl}methyl)carbamate C(C)(C)(C)OC(NCC1=CC=C(C=C1)C=1C=NN(C1)C1COC1)=O.O(C1=CC=C(C=C1)CC(=O)N)C1=CC=C(C=C1)CC(=O)N